6-(4-(ethyl-sulfonyl)piperazine-1-carbonyl)-1-methoxyanthracene-9,10-dione C(C)S(=O)(=O)N1CCN(CC1)C(=O)C=1C=C2C(C=3C=CC=C(C3C(C2=CC1)=O)OC)=O